C1=CC=C(C(=C1)CCC(=O)[O-])O The molecule is a monocarboxylic acid anion that is obtained by removal of a proton from the carbosylic acid group of 3-(2-hydroxyphenyl)propanoic acid. It has a role as a bacterial xenobiotic metabolite, a fungal xenobiotic metabolite, a human xenobiotic metabolite and a plant metabolite. It derives from a propionate. It is a conjugate base of a 3-(2-hydroxyphenyl)propanoic acid.